O1CC(C1)NC(O[C@@H]1CC[C@H](CC1)C(N(CC12CCC(CC1)(CC2)C2=CC(=C(C=C2)OC)C)C2=NC=CC(=C2)C=2N=C(OC2)C(C)C)=O)=O 4-((4-(2-Isopropyloxazol-4-yl)pyridin-2-yl)((4-(4-methoxy-3-methylphenyl)bicyclo[2.2.2]octan-1-yl)methyl)carbamoyl)(trans-cyclohexyl) oxetan-3-ylcarbamate